N-propylbutyl-amine C(CC)NCCCC